C(C)(C)(C)OC(=O)N1C[C@@H](N(CC1)C1=NC=C(C=C1[N+](=O)[O-])C(F)(F)F)C(=O)O (R)-4-(t-butoxycarbonyl)-1-(3-nitro-5-(trifluoromethyl)pyridin-2-yl)piperazin-2-carboxylic acid